3-amino-1H-isoindolone NC1=NC(C2=CC=CC=C12)=O